ClC=1C=CC(=NC1)OC1=CC=C(C=C1)C1=NOC(=N1)CC(C(=O)OC(C)(C)C)P(=O)(OCC)OCC tert-butyl 3-(3-(4-((5-chloropyridin-2-yl)oxy)phenyl)-1,2,4-oxadiazol-5-yl)-2-(diethoxyphosphoryl)propanoate